C(C)N1C(=NC(=C1)C(F)(F)F)C1=CC=C(C#N)C=C1 4-(1-ethyl-4-(trifluoromethyl)-1H-imidazol-2-yl)benzonitrile